ClC1=NC=C(C(=C1)C=1C=NC(=CC1C(=O)O)N(C)C)OC 2'-chloro-6-(dimethylamino)-5'-methoxy-[3,4'-bipyridine]-4-carboxylic acid